3-Cyclopropyl-4-oxo-5-(tetrahydropyran-4-ylmethyl)-4,5,6,7-tetrahydropyrazolo[1,5-a]pyrazine-2-carboxylic acid (5-methyl-[1,3,4]thiadiazol-2-yl) amide CC1=NN=C(S1)NC(=O)C1=NN2C(C(N(CC2)CC2CCOCC2)=O)=C1C1CC1